alpha-allyl-para-toluenesulfonylmethylene isonitrile C(C=C)CC1=CC=C(C=C1)S(=O)(=O)C([N+]#[C-])[N+]#[C-]